FC1=C(C(=C(C(=C1[Si](OP1=NP=NP=N1)(C1=CC=CC=C1)C1=CC=CC=C1)F)F)F)F pentafluorotriphenyl-siloxycyclotriphosphazene